O[C@@H](CN1C=NC2=C(C1=O)C=C(N=C2C=2C=NC=CC2)C=2C=NC(=CC2)C(F)(F)F)C (R)-3-(2-hydroxypropyl)-8-(pyridin-3-yl)-6-(6-(trifluoromethyl)pyridin-3-yl)pyrido[3,4-d]pyrimidin-4(3H)-one